N[C@@H]1C2=CC=CC=C2CC12CCN(CC2)C=2NC(C1=C(N2)NN=C1C1(CC1)C1=CC=C(C=C1)C(F)(F)F)=O (S)-6-(1-amino-1,3-dihydrospiro[indene-2,4'-piperidin]-1'-yl)-3-(1-(4-(trifluoromethyl)phenyl)cyclopropyl)-1,5-dihydro-4H-pyrazolo[3,4-d]pyrimidin-4-one